O[C@@H](C(=O)N(C)C1CCC(CC1)N1N=C2C=C(C(=CC2=C1)C(=O)NC1=CN=C2N1N=CC=C2)OC)C 2-((1R,4R)-4-((R)-2-hydroxy-N-methylpropanamido)cyclohexyl)-N-(imidazo[1,2-b]Pyridazin-3-yl)-6-methoxy-2H-indazole-5-carboxamide